C(C)(C)(C)OC(=O)N1CC(C(CC1)C=1C=C(C(=CC1)C(=O)OC)C(=O)OC)(F)F dimethyl 4-(1-tert-butoxycarbonyl-3,3-difluoro-4-piperidyl)benzene-1,2-dicarboxylate